NC1=CC=C(C(=C1C(=O)N(C)C)F)C=1C(=C2C(=NC1)NC[C@]21[C@@H](C1)C1=CC=CC=C1)Cl 6-Amino-3-((1R,2S)-4'-chloro-2-phenyl-1',2'-dihydrospiro[cyclopropane-1,3'-pyrrolo[2,3-b]pyridin]-5'-yl)-2-fluoro-N,N-dimethylbenzamide